(E)-2-(3-Methoxyprop-1-enyl)-4,4,5,5-tetramethyl-1,3,2-dioxaborolane COC/C=C/B1OC(C(O1)(C)C)(C)C